NC(C)OC(C)N alpha-aminoethyl ether